N1N=CC=2C1=NC=NC2NC2=CC1=C(C(NC13CCCCC3)=O)S2 2'-((1H-pyrazolo[3,4-d]pyrimidin-4-yl)amino)spiro[cyclohexane-1,4'-thieno[2,3-c]pyrrol]-6'(5'H)-one